FC1(C(C=2C(=NC(=C(C2)C)N2CCC(CC2)OC=2C=NC(=CC2)OC)C1)=O)F 6,6-difluoro-2-(4-((6-methoxypyridin-3-yl)oxy)piperidin-1-yl)-3-methyl-6,7-dihydro-5H-cyclopenta[b]pyridin-5-one